C1(=CC=CC=C1)C=1OC2=C(N1)C=C(C=C2)NC(=O)NCC2=CC=NC=C2 N-(2-phenyl-1,3-benzoxazol-5-yl)-N'-[(pyridin-4-yl)methyl]urea